vinyl-trimethyl-tin C(=C)[Sn](C)(C)C